N-hexadecanoyltryptophan C(CCCCCCCCCCCCCCC)(=O)N[C@@H](CC1=CNC2=CC=CC=C12)C(=O)O